1,1,1,2,2,3,3,4,4-nonafluoro-4-(perfluoropropoxy)butane FC(C(C(C(OC(C(C(F)(F)F)(F)F)(F)F)(F)F)(F)F)(F)F)(F)F